C1=C2C=CC34C(C=CC5=CC=C(C=C1)C2=C53)=CC=CC4 benzo(c)pyrene